methyl (1r,2'S,4S)-4-(3-chloroanilino)-6'-(1,3-dioxan-2-yl)-2'-[(2R)-3-hydroxy-2-methylpropyl]-2',3'-dihydrospiro[cyclohexane-1,1'-indene]-4-carboxylate ClC=1C=C(NC2(CCC3([C@H](CC4=CC=C(C=C34)C3OCCCO3)C[C@H](CO)C)CC2)C(=O)OC)C=CC1